CN1C(=NC=2N(C(N(C(C12)=O)CC#C)=O)CCCCP(O)(O)=O)CCC1=CC(=CC=C1)C(F)(F)F (4-(7-Methyl-2,6-dioxo-1-(prop-2-yn-1-yl)-8-(3-(trifluoromethyl)phenethyl)-1,2,6,7-tetrahydro-3H-purin-3-yl)butyl)phosphonic acid